ClC1=C(N=CN1C)C1=C(C(=CC=C1)F)C=1N=C2N(C=CC(=C2)C(=O)O)C1C#N 2-(2-(5-chloro-1-methyl-1H-imidazol-4-yl)-6-fluorophenyl)-3-cyanoimidazo[1,2-a]pyridine-7-carboxylic acid